C(C(C)C)(=O)N1CC(NCC1)C isobutyryl-3-methylpiperazin